C(C1=CC=CC=C1)C1=C(C=NN1CCNC(=O)C1=CC=C2C(=CC=NC2=C1)Cl)C(=O)N1CCC(CC1)(O)CN1C=NC2=CC(=CC=C2C1=O)NC(CCN(C)C)=O N-(2-(5-benzyl-4-(4-((7-(3-(dimethylamino)propanamido)-4-oxoquinazolin-3(4H)-yl)methyl)-4-hydroxypiperidine-1-carbonyl)-1H-pyrazol-1-yl)ethyl)-4-chloroquinoline-7-carboxamide